2,3,5,6-tetra(4-(4-pyridyl)phenyl)pyrazine N1=CC=C(C=C1)C1=CC=C(C=C1)C1=NC(=C(N=C1C1=CC=C(C=C1)C1=CC=NC=C1)C1=CC=C(C=C1)C1=CC=NC=C1)C1=CC=C(C=C1)C1=CC=NC=C1